OC(COO)C monohydroxy (2-hydroxypropyl) ether